3-ethoxy-3-oxo-1-propyne lithium [Li].C(C)OC(C#C)=O